C(C)N(CCCNS(=O)(=O)C(C(C(C(F)(F)F)(F)F)(F)F)(F)F)CC N-[3-(diethylamino)propyl]perfluorobutanesulfonamide